F[C@@H](C(=O)NC1=C(C=C(C=C1)NCC1=CC=C(C=C1)C(F)(F)F)N1CCCC1)[C@@H](CCCCC)F (2S,3R)-2,3-Difluoro-N-(2-(pyrrolidin-1-yl)-4-((4-(trifluoromethyl)benzyl)amino)phenyl)octanamid